4-CHLORo-M-CRESOL ClC=1C(=CC(=CC1)O)C